methyl 3-formyl-5-((3-(2,2,2-trifluoroethoxy)pyridin-2-yl)oxy)pyrazolo[1,5-a]pyridine-2-carboxylate C(=O)C=1C(=NN2C1C=C(C=C2)OC2=NC=CC=C2OCC(F)(F)F)C(=O)OC